C(C)(C)(C)OC(C(CCC(=O)OC(C)(C)C)NC(=O)NC(CS)C(=O)OC(C)(C)C)=O 2-[3-(1-tert-Butoxycarbonyl-2-mercapto-ethyl)-ureido]-pentanedioic acid di-tert-butyl ester